Cl.COC1=C(C=C(C=C1)OC)C(C(C)C(C)(C)C)(O)N (2,5-dimethoxyphenyl)-β-t-butyl-aminopropanol hydrochloride